4-CHLORO-5-METHOXY-PYRIDINE-2-CARBALDEHYDE ClC1=CC(=NC=C1OC)C=O